ClC1=CC(=C(N=N1)C(=O)NC([2H])([2H])[2H])NC1=C(C(=CC=C1)C1=NC=C2N=CN(C2=N1)C)OC 6-chloro-4-((2-methoxy-3-(9-methyl-9H-purin-2-yl)phenyl)amino)-N-trideuteromethylpyridazine-3-carboxamide